C(C1CO1)OCCC[Si](CC)(CC)OC γ-glycidoxypropylmethoxydiethylsilane